imino disuccinate sodium salt [Na+].C(CCC(=O)[O-])(=O)ONOC(CCC(=O)[O-])=O.[Na+]